4-(methoxycarbonyl)benzyl chloride COC(=O)C1=CC=C(CCl)C=C1